OC1=C(C=C(C=C1CC=CC)C)N1N=C2C(=N1)C=CC=C2 2-(2'-hydroxy-3'-methylallyl-5'-methylphenyl)benzotriazole